CC1=NOC(C1)(C)CNS(=O)(=O)C=1C=2C3=C(C(N(C3=CC1)CC)=O)C=CC2 N-((3,5-dimethyl-4,5-dihydroisoxazol-5-yl)methyl)-1-ethyl-2-oxo-1,2-dihydrobenzo[cd]indole-6-sulfonamide